FC(S(=O)(=O)OC1=CC=C(C=C1)N1C2(CCC2)CCNC1=O)(F)F 4-(6-oxo-5,7-diazaspiro[3.5]nonan-5-yl)phenyl trifluoromethanesulfonate